N-(1-(4-fluorobenzyl)indolin-5-yl)-3,5-dimethylpiperidine-1-sulfonamide FC1=CC=C(CN2CCC3=CC(=CC=C23)NS(=O)(=O)N2CC(CC(C2)C)C)C=C1